(2,4-difluorophenyl)-3-((2,6-dimethylphenyl)aminocarbonyl)-9-hydroxy-1,8-dioxo-1,3,4,8-tetrahydro-2H-pyrido[1,2-a]pyrazine-7-carboxylic acid FC1=C(C=CC(=C1)F)N1C(C=2N(CC1C(=O)NC1=C(C=CC=C1C)C)C=C(C(C2O)=O)C(=O)O)=O